FC1(CC12CN(C2)C=2C=C(C=NC2)C=2N=NN(C2)CCN2C(C=CC=C2)=O)F 1-(4-(5-(1,1-difluoro-5-azaspiro[2.3]hexan-5-yl)pyridin-3-yl)-1H-1,2,3-triazol-1-ylethyl)pyridin-2(1H)-one